The molecule is a methyl ester, an organic heteropentacyclic compound and an indole alkaloid. It has a role as an antihypertensive agent. It derives from a hydride of a yohimban. CO[C@H]1[C@@H](C[C@@H]2CN3CCC4=C([C@H]3C[C@@H]2[C@@H]1C(=O)OC)NC5=C4C=CC(=C5)OC)OC(=O)/C=C/C6=CC(=C(C(=C6)OC)OC)OC